(1S)-6-chloro-1-(2-methylpropyl)-2-[3-(trifluoromethyl)-1,2,4-oxadiazol-5-yl]-2,3,4,9-tetrahydro-1H-pyrido[3,4-b]indole ClC=1C=C2C3=C(NC2=CC1)[C@@H](N(CC3)C3=NC(=NO3)C(F)(F)F)CC(C)C